COC1=C(C=CC(=C1)C(F)(F)F)C1=C(C=C(O1)C(=O)[C@H]1CN(CCC1)C(=O)OC(C)(C)C)C tert-butyl (R)-3-(5-(2-methoxy-4-(trifluoromethyl)phenyl)-4-methylfuran-2-carbonyl)piperidine-1-carboxylate